CC1(OB(OC1(C)C)\C=C\CCCCCC)C (E)-4,4,5,5-tetramethyl-2-(oct-1-en-1-yl)-1,3,2-dioxaborolane